C(C)(C)(C)OC(=O)N[C@H](C(=O)N1[C@@H](C[C@H](C1)OC1=NC2=CC=CC=C2N=C1CC)C(=O)OC)CCCCCC=C Methyl (2S,4R)-1-((S)-2-((tert-butoxycarbonyl)amino)non-8-enoyl)-4-((3-ethylquinoxalin-2-yl)oxy)pyrrolidine-2-carboxylate